3-(2-(2-(piperidin-4-yloxy)ethoxy)ethoxy)propanoic acid N1CCC(CC1)OCCOCCOCCC(=O)O